C1(=CC=CC=C1)C=1C=C(C=C(C1)C1=CC=CC=C1)C1=NC2=C3N=CC=CC3=CC=C2C=C1 3,5-diphenyl-phenyl-1,10-phenanthroline